BrC=1C(=CC(=NC1)NC(=S)NC(OCC)=O)F O-ethyl N-((5-bromo-4-fluoropyridin-2-yl)carbamothioyl)carbamate